ClC=1C(=C(C(=O)O)C=C(C1)Cl)N 3,5-dichloro-2-aminobenzoic acid